S1C=NC=C1C1=CC=C(C=N1)B(O)O (6-(thiazol-5-yl)pyridin-3-yl)boronic acid